2-(2,6-dioxopiperidin-3-yl)-5-((4-(m-tolyl)piperazin-1-yl)methyl)isoindoline-1,3-dione O=C1NC(CCC1N1C(C2=CC=C(C=C2C1=O)CN1CCN(CC1)C=1C=C(C=CC1)C)=O)=O